4-amino-2-nitrophenyl-amine NC1=CC(=C(C=C1)N)[N+](=O)[O-]